tert-butyl 3-((1-(3-oxabicyclo[3.1.0]hex-1-ylmethyl)-1H-pyrazolo[3,4-b]pyrazin-6-yl) amino)-5-(difluoromethoxy)-1H-pyrazole-1-carboxylate C12(COCC2C1)CN1N=CC=2C1=NC(=CN2)NC2=NN(C(=C2)OC(F)F)C(=O)OC(C)(C)C